(S)-N-((4-(6-aminopyridin-2-yl)thiophen-2-yl)methyl)-7-((4-(4-fluorophenoxy)benzoyl)glycyl)-1,4-dioxa-7-azaspiro[4.4]nonane-8-carboxamide NC1=CC=CC(=N1)C=1C=C(SC1)CNC(=O)[C@H]1N(CC2(OCCO2)C1)C(CNC(C1=CC=C(C=C1)OC1=CC=C(C=C1)F)=O)=O